(R)-3-isopropoxy-N-(2-(2-((1-methyl-1H-pyrazol-4-yl)amino)pyrimidin-4-yl)-6,7,8,9-tetrahydro-5H-benzo[7]annulen-5-yl)azetidine-1-carboxamide C(C)(C)OC1CN(C1)C(=O)N[C@@H]1CCCCC2=C1C=CC(=C2)C2=NC(=NC=C2)NC=2C=NN(C2)C